tert-butyl N-(4-[4-chloro-3-[([1-[4-(2-cyclopropoxyphenyl)pyridin-3-yl]cyclopropyl]amino)methyl]phenyl]butyl)carbamate ClC1=C(C=C(C=C1)CCCCNC(OC(C)(C)C)=O)CNC1(CC1)C=1C=NC=CC1C1=C(C=CC=C1)OC1CC1